3-methylbutanamide dihydrochloride Cl.Cl.CC(CC(=O)N)C